(R)-2-amino-5-(2-chloro-4-(2-(3,5-difluorophenyl)-2-hydroxyacetamido)phenyl)-N-ethylnicotinamide NC1=C(C(=O)NCC)C=C(C=N1)C1=C(C=C(C=C1)NC([C@H](O)C1=CC(=CC(=C1)F)F)=O)Cl